(S)-N-(1-amino-3-hydroxy-1-oxopropan-2-yl)-5-((2,5-dimethylthiazol-4-yl)methoxy)-2-methylbenzofuran-3-carboxamide NC([C@H](CO)NC(=O)C1=C(OC2=C1C=C(C=C2)OCC=2N=C(SC2C)C)C)=O